C(=O)(OC(C)(C)C)N[C@@H](C(C)(C)C)C(=O)O Boc-tertiary leucine